BrC(C(CBr)=O)Cl 1,3-dibromo-1-chloropropan-2-one